C(C)(C)(C)OC(=O)N1CCC(CC1)(C(=O)O)CC=1SC=CC1 1-(tert-butyloxycarbonyl)-4-(thien-2-ylmethyl)piperidine-4-carboxylic acid